5-(methoxycarbonyl)-2-oxo-1,3-dioxolane-4-carboxylic acid methyl ester COC(=O)C1OC(OC1C(=O)OC)=O